rac-(3R,4R)-1-(tert-butoxycarbonyl)-4-methylpiperidine-3-carboxylic acid C(C)(C)(C)OC(=O)N1C[C@@H]([C@@H](CC1)C)C(=O)O |r|